ClC1=CC(=C(C=C1)C1=C2C(=C(N=N1)O)C=NC=C2)OC (4-chloro-2-methoxyphenyl)pyrido[3,4-d]pyridazin-4-ol